((4-((2-amino-7H-pyrrolo[2,3-d]pyrimidin-4-yl)oxy)phenyl)carbamoyl)-D-phenylalanine NC=1N=C(C2=C(N1)NC=C2)OC2=CC=C(C=C2)NC(=O)N[C@H](CC2=CC=CC=C2)C(=O)O